(R)-5-(3-bromo-4,5-dihydroisoxazol-5-yl)-N-methyl-6-((4-(trifluoromethyl)phenyl)amino)pyridine-3-sulfonamide BrC1=NO[C@H](C1)C=1C=C(C=NC1NC1=CC=C(C=C1)C(F)(F)F)S(=O)(=O)NC